2-Fluoro-5-(6-(4-(methylsulfonyl)piperazin-1-yl)-1H-pyrazolo[3,4-b]pyridin-3-yl)-3-(trifluoromethyl)phenol FC1=C(C=C(C=C1C(F)(F)F)C1=NNC2=NC(=CC=C21)N2CCN(CC2)S(=O)(=O)C)O